4-Nitrophenyl (tert-butoxycarbonyl)-L-valinate C(C)(C)(C)OC(=O)N[C@@H](C(C)C)C(=O)OC1=CC=C(C=C1)[N+](=O)[O-]